CC1=NC(=NO1)C1=CC=C2C=CN=C(C2=C1)NCCN1CC2=CC(=CC=C2CC1)C(=O)O 2-(2-((7-(5-methyl-1,2,4-oxadiazol-3-yl)isoquinolin-1-yl)amino)ethyl)-1,2,3,4-tetrahydroisoquinoline-7-carboxylic acid